methyl 6-(2-chloro-5-fluoropyrimidin-4-yl)-4-isopropylquinazolin-2-carboxylate ClC1=NC=C(C(=N1)C=1C=C2C(=NC(=NC2=CC1)C(=O)OC)C(C)C)F